NC(=O)C=1C(=NC=NC1)O 5-aminocarbonyl-4-hydroxypyrimidine